N[C@@H](CC=1OC2=C(C=C(N=C2C1C)Cl)NCC1=CC=NC=C1)C 2-[(R)-2-aminopropyl]-5-chloro-3-methyl-7-{[(4-pyridyl)methyl]amino}-1-oxa-4-azaindene